O[C@@H]1C=C[C@@H](C1)CCN(CC)CC [(1R,4S)-4-hydroxycyclopent-2-en-1-yl]Triethylamine